COC[C@]1(CN(C=2N=C(N=CC21)NC2=CC=C(C=C2)N2CCN(CC2)C)C=2SC=CN2)C (R)-5-(methoxymethyl)-5-methyl-N-(4-(4-methyl-piperazin-1-yl)phenyl)-7-(thiazol-2-yl)-6,7-dihydro-5H-pyrrolo[2,3-d]pyrimidin-2-amine